C(#N)C1=CC(=CS1)B(O)O (5-cyanothiophen-3-yl)boronic acid